OCCC1=CC=C(C=C1)NC(OC(C)(C)C)=O tert-butyl (4-(2-hydroxyethyl)phenyl)carbamate